1-(4'-isopropoxy-[1,1'-biphenyl]-4-yl)ethan-1-one C(C)(C)OC1=CC=C(C=C1)C1=CC=C(C=C1)C(C)=O